NC1=CC=C(N=N1)CCCCC1=NN=C(S1)NC(CC1=NC=CC=C1)=O N-(5-(4-(6-aminopyridazin-3-yl)butyl)-1,3,4-thiadiazol-2-yl)-2-(pyridin-2-yl)acetamide